4-hydroxy-4-(6-(pyrrolidin-1-yl)pyridin-3-yl)piperidine methyl-6-methoxy-2-((S)-1-((S)-1-methylpyrrolidin-2-yl)ethoxy)pyrimidine-4-carboxylate COC(=O)C1=NC(=NC(=C1)OC)O[C@@H](C)[C@H]1N(CCC1)C.OC1(CCNCC1)C=1C=NC(=CC1)N1CCCC1